FC1=C(C=CC(=C1)F)C1=CC(=NO1)C(=O)N1CC2=C(C(C1)(C=1C=NN(C1)C)C)C=CS2 [5-(2,4-difluorophenyl)isoxazol-3-yl]-[4-methyl-4-(1-methylpyrazol-4-yl)-5,7-dihydrothieno[2,3-c]pyridin-6-yl]methanone